5-(7-(difluoromethyl)-6-(1-methyl-1H-pyrazol-4-yl)-3,4-dihydroquinolin-1(2H)-yl)-7-methoxy-N,1-dimethyl-1H-indole-3-carboxamide FC(C1=C(C=C2CCCN(C2=C1)C=1C=C2C(=CN(C2=C(C1)OC)C)C(=O)NC)C=1C=NN(C1)C)F